17-(((9Z,12Z,15Z)-octadeca-9,12,15-trienoyl)oxy)-heptadecanoic acid C(CCCCCCC\C=C/C\C=C/C\C=C/CC)(=O)OCCCCCCCCCCCCCCCCC(=O)O